S1C=NC2=C1C=CC(=C2)NC2=CC=NC1=CC=C(C=C21)C=2C=CC(=NC2)C(=O)N2CCCC2 (5-(4-(benzo[d]thiazol-5-ylamino)quinolin-6-yl)pyridin-2-yl)(pyrrolidin-1-yl)methanone